FC(C)(F)C1=CC(=C(C)C=C1)[N+](=O)[O-] 4-(1,1-Difluoroethyl)-2-nitrotoluene